tert-butyl (Z)-((2-((1-acetyl-3-oxoindolin-2-ylidene)methyl)quinolin-6-yl)methyl)(1-(oxetan-3-yl)piperidin-4-yl)carbamate C(C)(=O)N1\C(\C(C2=CC=CC=C12)=O)=C/C1=NC2=CC=C(C=C2C=C1)CN(C(OC(C)(C)C)=O)C1CCN(CC1)C1COC1